C(C1=CC=CC=C1)(=O)O.C(C)(C)(CC)OOC(C)(C)CC tert-amyl peroxide benzoate